1-(4-(azetidin-3-yl)-2-methyl-1H-imidazol-4-yl)-N-(1-(methylsulfonyl)piperidin-4-yl)-5-(trifluoromethyl)pyrimidin-2-amine N1CC(C1)C1(N=C(NC1)C)N1C(N=CC(=C1)C(F)(F)F)NC1CCN(CC1)S(=O)(=O)C